CC=1C=C(C(=O)NC2=CC=CC=C2)C=CC1C 3,4-dimethylbenzoanilide